N,N'-bis(3-dimethylaminopropyl)oxamid CN(CCCNC(=O)C(=O)NCCCN(C)C)C